OCCN1C(N(C=C1)C)CC(=O)O 1-(2-hydroxyethyl)-3-methylimidazoleacetic acid